7-butyl-3,3-dimethoxy-8-oxo-2-oxa-7,9-diaza-3-silaundec-11-yl methacrylate C(C(=C)C)(=O)OCCNC(N(CCC[Si](OC)(OC)OC)CCCC)=O